CC(CC1CCC(CC1)O)(C)NC[C@H](O)C=1C=NC=C(C1)F (R)-2-{1,1-dimethyl-2-[(1s,4S)-4-hydroxycyclohexyl]ethylamino}-1-(5-fluoro-3-pyridyl)-1-ethanol